4-((2-(3-((4-((2-oxa-6-azaspiro[3.3]heptan-6-yl)sulfonyl)-2-methoxyphenyl)amino)prop-1-yn-1-yl)-1-(2,2,2-trifluoroethyl)-1H-indol-4-yl)amino)tetrahydro-2H-thiopyran 1,1-dioxide C1OCC12CN(C2)S(=O)(=O)C2=CC(=C(C=C2)NCC#CC=2N(C1=CC=CC(=C1C2)NC2CCS(CC2)(=O)=O)CC(F)(F)F)OC